C1(CC1)C=1C=NN2C(=NC(=CC21)NC[C@@H]2CNCCC2)NC2=CC(=CC=C2)F (S)-3-cyclopropyl-N7-(3-fluorophenyl)-N5-(piperidin-3-ylmethyl)pyrazolo[1,5-c]pyrimidine-5,7-diamine